CN(\C=C/C(=O)C=1C=CC(=NC1)N1C[C@H](N(CC1)C(=O)OC(C)(C)C)CC)C |r| (±)-tert-butyl 4-[5-[(Z)-3-(dimethylamino)prop-2-enoyl]-2-pyridyl]-2-ethyl-piperazine-1-carboxylate